FC1=C(C=CC(=C1)C(F)(F)F)CNN1C=NC=C1 N-[[2-fluoro-4-(trifluoromethyl)phenyl]methyl]imidazol-1-amine